CC1=CC=C(N=N1)C[C@@H]1CC[C@H](CC1)C(=O)N1OCC[C@H]1C=1C=NC(=CC1)C trans-[4-[(6-methylpyridazin-3-yl)methyl]cyclohexyl]-[(3S)-3-(6-methylpyridin-3-yl)-1,2-oxazolidin-2-yl]methanone